N-(3-(4'-((4-fluorotetrahydro-2H-pyran-4-yl)methoxy)-4,5,5',6'-tetrahydro-2H-spiro[furan-3,8'-pyrano[3,4-b]pyridin]-2'-yl)-1-methyl-1H-pyrrolo[2,3-c]pyridin-5-yl)acetamide FC1(CCOCC1)COC1=C2C(=NC(=C1)C1=CN(C3=CN=C(C=C31)NC(C)=O)C)C3(OCC2)COCC3